O1C(OCCC1)C1=CC=C(C=C1)/C=C/C(=O)C1=C(C(=C(C(=C1)Cl)OC)Br)O (E)-3-(4-(1,3-dioxan-2-yl)phenyl)-1-(3-bromo-5-chloro-2-hydroxy-4-methoxyphenyl)prop-2-en-1-one